ClC[C@]1([C@@H](N2C(C[C@H]2S1)=O)C(=O)OC(C1=CC=CC=C1)C1=CC=CC=C1)C (2S,3R,5R)-benzhydryl 3-(chloromethyl)-3-methyl-7-oxo-4-thia-1-azabicyclo[3.2.0]heptane-2-carboxylate